N-(1-(4-fluorophenyl)-2-hydroxy-2-methylpropyl)-1H-pyrrolo[2,3-b]pyridine-5-carboxamide FC1=CC=C(C=C1)C(C(C)(C)O)NC(=O)C=1C=C2C(=NC1)NC=C2